tert-butyl 4-[1-(2,6-dioxo-3-piperidyl)-3-methyl-2-oxo-benzimidazol-4-yl]piperazine-1-carboxylate O=C1NC(CCC1N1C(N(C2=C1C=CC=C2N2CCN(CC2)C(=O)OC(C)(C)C)C)=O)=O